CC1=C(C=C(OC2CN(C2)C(=O)OC(C)(C)C)C=C1)C(NC(C)C1=CC=CC2=CC=CC=C12)=O tert-Butyl 3-(4-methyl-3-((1-(naphthalen-1-yl)ethyl)carbamoyl)phenoxy)azetidine-1-carboxylate